BrCC(=O)[C@H]1CC[C@H]2[C@@H]3CC[C@@H]4C[C@](CC[C@@]4([C@H]3CC[C@]12C)C)(C)O 2-bromo-1-((3R,5R,8R,9S,10S,13S,14S,17S)-3-hydroxy-3,10,13-trimethylhexadecahydro-1H-cyclopenta[a]phenanthren-17-yl)ethanone